O=[Ti]=O The molecule is a titanium oxide with the formula TiO2. A naturally occurring oxide sourced from ilmenite, rutile and anatase, it has a wide range of applications. It has a role as a food colouring.